S(=O)(=O)([O-])[O-].[Sn+2]=O tin oxide Sulfate